5-chloro-8-((3,5-difluorophenyl)sulfonyl)-3-hydroxyquinazoline-2,4(1H,3H)-dione ClC1=C2C(N(C(NC2=C(C=C1)S(=O)(=O)C1=CC(=CC(=C1)F)F)=O)O)=O